CC(C(=O)OC1=CC=C(C=C1)C)C (4-METHYLPHENYL) 2-METHYLPROPANOATE